ClC1=C(C=C(C=2C([C@]3(C(=CC(C[C@H]3C)=O)OC)OC21)=O)OC)C=2OC(=NN2)C2CCN(CC2)C (2S,5'R)-7-chloro-3',4-dimethoxy-5'-methyl-6-[5-(1-methyl-4-piperidyl)-1,3,4-oxadiazol-2-yl]spiro[benzofuran-2,4'-cyclohex-2-ene]-1',3-dione